FC1=C(C=C(C=C1)F)C(C)N(C(CN1C(NC2=CC=CC=C2C1=O)=O)=O)C N-[1-(2,5-Difluorophenyl)ethyl]-1,4-dihydro-N-methyl-2,4-dioxo-3(2H)-quinazolineacetamide